C(#N)C=1C=C(C=CC1)C=1N=C(SC1C1=CC(=NC(=C1)C)C)NC(=O)N1CCN(CC1)CC N-[4-(3-cyanophenyl)-5-(2,6-dimethyl-4-pyridinyl)thiazol-2-yl]-4-ethyl-piperazine-1-carboxamide